anti-3-[1-[3-(2-Chloro-4-fluorophenyl)propyl]-3-[(dimethylamino)methyl]-4-hydroxypiperidin-4-yl]benzamid ClC1=C(C=CC(=C1)F)CCCN1CC(C(CC1)(O)C=1C=C(C(=O)N)C=CC1)CN(C)C